C1(=CC=CC=C1)C=C(C)[N+](=O)[O-] 1-phenyl-2-nitropropylene